ClC1=C(OC=2C(=CC=C3C[C@H](C(N(C23)C)=O)NC(=O)N)F)C=C(C=C1)F ((3R)-8-(2-chloro-5-fluorophenoxy)-7-fluoro-1-methyl-2-oxo-1,2,3,4-tetrahydroquinolin-3-yl)urea